NC1[C@]2(CCN(C2)C2=NC(=C(C(=N2)C(=O)N)C2=C(C(=CC=C2)Cl)Cl)C)CCC1 2-((S)-6-Amino-2-aza-spiro[4.4]non-2-yl)-5-(2,3-dichloro-phenyl)-6-methyl-pyrimidine-4-carboxylic acid amide